N-(3-chloro-4-fluorophenyl)-7-fluoro-6-nitro-4-quinazolinamine ClC=1C=C(C=CC1F)NC1=NC=NC2=CC(=C(C=C12)[N+](=O)[O-])F